ClC1=C(C=2N=C(N=C(C2C=N1)N1C[C@@H](N(CC1)C(=O)[O-])CC#N)OCC1(CC1)CN1CCCC1)F (S)-4-(7-chloro-8-fluoro-2-((1-(pyrrolidin-1-ylmethyl)cyclopropyl)methoxy)pyrido[4,3-d]Pyrimidine-4-yl)-2-(cyanomethyl)piperazine-1-carboxylate